C(C)(C)(C)OC(=O)N1CCC(CC1)OC1=CC(=C(C=C1)Br)Cl 4-(4-bromo-3-chlorophenoxy)piperidine-1-carboxylic acid tert-butyl ester